2-[5-chloro-2-[(6-chloro-2-pyridinyl)oxymethyl]phenyl]ethanal ClC=1C=CC(=C(C1)CC=O)COC1=NC(=CC=C1)Cl